FC(CN1CCC(CC1)C1=CC=C(C=C1)NC(OCC1=CN=CO1)=O)F oxazol-5-ylmethyl (4-(1-(2,2-difluoroethyl)piperidin-4-yl)phenyl)carbamate